C(CCC)O.[Sn] tin n-butanol